[N]1C(NCC2=CC=CC=C12)=O 3,4-dihydro-2H-1λ2-quinazolin-2-one